2-(3-chloro-2-fluorophenyl)-4-[[phenylsulfonyl]oxy]-5-amino-3(2H)-furanone ClC=1C(=C(C=CC1)C1OC(=C(C1=O)OS(=O)(=O)C1=CC=CC=C1)N)F